6-Fluoro-8-(2-hydroxyethyl)-1-methyl-4-carbonyl-1,4-dihydroquinoline-2-carboxylic acid methyl ester COC(=O)C=1N(C2=C(C=C(C=C2C(C1)=C=O)F)CCO)C